CC1=NC2=C(C=CC=C2C(=C1C(=O)OCC)Cl)C ethyl 2,8-dimethyl-4-chloroquinoline-3-carboxylate